1-[8-chloro-5-(4-methoxypiperidin-1-yl)imidazo[1,5-a]pyridin-6-yl]ethanamine ClC=1C=2N(C(=C(C1)C(C)N)N1CCC(CC1)OC)C=NC2